Cl.CN1C([C@H](CC1)NC=1C=CC=C2CCNCC12)=O (S)-1-Methyl-3-((1,2,3,4-tetrahydroisoquinolin-8-yl)amino)pyrrolidin-2-one hydrochloride